C(#N)[C@H]1[C@H](C1)C(=O)O (1S,2R)-2-cyanocyclopropane-1-carboxylic acid